7-bromo-4-chloro-pyrido[3,2-d]pyrimidine BrC1=CC=2N=CN=C(C2N=C1)Cl